3-Chloro-5-methyl-4-nitro-1H-pyrazole ClC1=NNC(=C1[N+](=O)[O-])C